1-(2-((2-chloro-4-fluorophenyl)amino)-5-methylpyrimidin-4-yl)-N-(1-(3-chlorophenyl)-2-hydroxyethyl)-1H-pyrazole-4-amide ClC1=C(C=CC(=C1)F)NC1=NC=C(C(=N1)N1N=CC(=C1)C(=O)NC(CO)C1=CC(=CC=C1)Cl)C